ClC1=NSC=C1[C@@H](C)O (R)-1-(3-chloroisothiazol-4-yl)ethan-1-ol